COC([C@@H](N)CNC)=O 3-(N-methylamino)-L-alanine methyl ester